perfluorophenyl (S)-29-azido-18-(4-(5-azidopentanamido)butyl)-17,20,25-trioxo-4,7,10,13-tetraoxa-16,19,24-triazanonacosanoate N(=[N+]=[N-])CCCCC(NCCCC(N[C@H](C(NCCOCCOCCOCCOCCC(=O)OC1=C(C(=C(C(=C1F)F)F)F)F)=O)CCCCNC(CCCCN=[N+]=[N-])=O)=O)=O